1-butyl-3-(2,6-dimethyl-14-tetradecyloctacosan-9-yl)-1H-imidazol-3-ium chloride [Cl-].C(CCC)N1C=[N+](C=C1)C(CCC(CCCC(C)C)C)CCCCC(CCCCCCCCCCCCCC)CCCCCCCCCCCCCC